2-{2-[(1H-1,3-Benzodiazol-2-ylmethyl)amino]ethyl}-N-(thien-2-ylmethyl)-1,3-thiazole-4-carboxamide N1C(=NC2=C1C=CC=C2)CNCCC=2SC=C(N2)C(=O)NCC=2SC=CC2